N-(3-(2-(fluoromethyl)-7-(methylthio)-2,3-dihydro-[1,4]dioxino[2,3-c]pyridin-5-yl)-1H-pyrrolo[2,3-c]pyridin-5-yl)acetamide FCC1OC2=C(C(=NC(=C2)SC)C2=CNC3=CN=C(C=C32)NC(C)=O)OC1